C(C)(C)(C)OC(=O)N1[C@@H](CC2(C(=CCO2)O)CC1)C.C(C)(=O)C=1C=C(C=CC1O)NC(COC1=C(C=CC=C1)C(C)(C)C)=O N-(3-acetyl-4-hydroxyphenyl)-2-(2-(tert-butyl)phenoxy)acetamide tert-butyl-(7R)-4-hydroxy-7-methyl-1-oxa-8-azaspiro[4.5]dec-3-ene-8-carboxylate